C(CO[C@H]1[C@@H]([C@H]([C@@H]([C@H](O1)CO)O)O)O)N The molecule is a beta-D-glucoside that is the 2-aminoethyl glycoside of the monosaccharide beta-D-glucopyranose. It is a beta-D-glucoside and a monosaccharide derivative.